(Z)-6-bromo-N'-(4-((tert-butyldimethylsilyl)oxy)-2-ethylphenyl)-4-(((1R,2s,3S,5s,7s)-5-hydroxyadamantan-2-yl)amino)pyrrolo[1,2-b]pyridazine-3-carboximidamide BrC=1C=C2N(N=CC(=C2NC2[C@@H]3CC4CC(C[C@@H]2C4)(C3)O)/C(/N)=N/C3=C(C=C(C=C3)O[Si](C)(C)C(C)(C)C)CC)C1